sodium hydrogen sulfite S(=O)(O)[O-].[Na+]